C(C)(C)C1=C(NC2=CC=C(C=C12)C1=NN=C(O1)C1CCN(CC1)CC(=O)N(C)C)C1=CC(=NC=C1)C 2-(4-(5-(3-isopropyl-2-(2-methylpyridin-4-yl)-1H-indol-5-yl)-1,3,4-oxadiazol-2-yl)piperidin-1-yl)-N,N-dimethylacetamide